phenyl (2,2,2-trifluoroethyl) sulfide FC(CSC1=CC=CC=C1)(F)F